4-chloro-5-((1-methylpiperidin-4-yl)methyl)thiophene-2-carboxylic acid methyl ester COC(=O)C=1SC(=C(C1)Cl)CC1CCN(CC1)C